C(C)(C)(C)OC(=O)N1C2CCC([C@H]1C(NC(C(C(=O)N)O)CCCCNC(=O)OCC1=CC=CC=C1)=O)C2 (3S)-3-((1-amino-7-(((benzyloxy)carbonyl)amino)-2-hydroxy-1-oxohept-3-yl)carbamoyl)-2-azabicyclo[2.2.1]heptane-2-carboxylic acid tert-butyl ester